CS(=O)(=O)OC[C@@H]1CN(CCC1)C(=O)OC(C)(C)C tert-butyl (3S)-3-(methyl sulfonyl oxymethyl)piperidine-1-carboxylate